(E)-7-(2-ethoxyvinyl)-2-methylquinazolin-4(3H)-one C(C)O/C=C/C1=CC=C2C(NC(=NC2=C1)C)=O